N1(CCCC1)C(=O)OC1=C(C=CC=C1)N(CC1=CC=C(C=C1)N)C(=O)OCC1C2=CC=CC=C2C=2C=CC=CC12 (((((9H-fluoren-9-yl) methoxy) carbonyl) (4-aminobenzyl) amino) phenyl) pyrrolidine-1-carboxylate